C(C)N1C=NC=C1CN1C=NC2=C1C=C(C=C2)C(=O)O (1-ethyl-1H-imidazol-5-yl)methyl-1H-benzo[d]imidazole-6-carboxylic acid